OC(CNCCCCCCOCCCCC=1C=C(C=CC1)S(=O)(=O)N)C1=CC(=C(C=C1)O)CO 3-(4-{6-[2-hydroxy-2-(4-hydroxy-3-hydroxymethylphenyl)-ethylamino]-hexyl-oxy}-butyl)-benzenesulfonamide